Cl.Cl.FC=1C=2N(C=C(C1)N)C=C(N2)C 8-fluoro-2-methylimidazo[1,2-a]pyridin-6-amine dihydrochloride